4-Hydroxy-3-nitrobenzaldehyde OC1=C(C=C(C=O)C=C1)[N+](=O)[O-]